Cl.S1C(=CC2=C1C=CC=C2)C(C)N(C(=O)N)OC(CN(CC)CC)=O N-[1-(1-benzothien-2-yl)ethyl]-N-(2-diethylaminoacetyloxy)urea hydrochloride